NC(CO)(C)C (S)-2-amino-2-methyl-1-propanol